(2,3-dihydro-4H-benzo[b][1,4]oxazin-4-yl)(5-(4-fluoro-3-hydroxyphenyl)pyridin-3-yl)methanone O1C2=C(N(CC1)C(=O)C=1C=NC=C(C1)C1=CC(=C(C=C1)F)O)C=CC=C2